FC(C(=O)O)(S(=O)(=O)C)F 2,2-difluoro-2-(methylsulfonyl)acetic acid